FC(C1=CC=C(C=C1)N1N=NC(=C1COC1=CC=C(N=N1)N1CC(C1)C(=O)NC1CCN(CC1)C)C)F 1-(6-((1-(4-(Difluoromethyl)phenyl)-4-methyl-1H-1,2,3-triazol-5-yl)methoxy)pyridazine-3-yl)-N-(1-methylpiperidin-4-yl)azetidine-3-carboxamide